BrC1=CC=C(C=C1)C12CC(C1)C2 1-(4-bromophenyl)bicyclo[1.1.1]Pentane